OC=1C=C2C(CNC2=CC1)(Br)CCNC(C)=O N-[2-(5-Hydroxy-3-Bromo-1H-indol-3-yl)ethyl]acetamide